1-(2-(3-(pyrimidin-5-yl)benzyl)-2,8-diazaspiro[4.5]decane-8-carbonyl)-1H-pyrazole-3-carboxylic acid N1=CN=CC(=C1)C=1C=C(CN2CC3(CC2)CCN(CC3)C(=O)N3N=C(C=C3)C(=O)O)C=CC1